C(=O)C1=NC=CC(=N1)O[C@@H]1C[C@@H](N(CC1)C(=O)OC(C)(C)C)C tert-Butyl (2S,4S)-4-((2-formylpyrimidin-4-yl)oxy)-2-methylpiperidine-1-carboxylate